benzyl (1R,3R,5S)-8-[5-(5-fluoro-2-methylpyridin-4-yl)-1H-pyrazole-3-carbonyl]-8-azabicyclo[3.2.1]octane-3-carboxylate FC=1C(=CC(=NC1)C)C1=CC(=NN1)C(=O)N1[C@H]2CC(C[C@@H]1CC2)C(=O)OCC2=CC=CC=C2